1,2,3-thiadiazolidine 1,1-dioxide S1(NNCC1)(=O)=O